dimethylbenzene phosphite (DIMETHYLPHENYL-PHOSPHITE) CC=1C(=C(C=CC1)P(O)(O)O)C.P(O)(O)O.CC1=C(C=CC=C1)C